6-chloro-7-methoxy-2-(4-(methylamino)butyl)-3-neopentylquinazolin-4(3H)-one bis-hydrochloride salt Cl.Cl.ClC=1C=C2C(N(C(=NC2=CC1OC)CCCCNC)CC(C)(C)C)=O